BrC=1C=C(C(=C(C1)[C@H](CC(=O)OCC)N[S@](=O)C(C)(C)C)F)F ethyl (3S)-3-(5-bromo-2,3-difluorophenyl)-3-{[(R)-2-methylpropane-2-sulfinyl]amino}propanoate